4-ethoxy-6-(1-(7-(2-(ethyl(methyl)amino)ethyl)-5-(2-ethylpyridin-3-yl)-1-oxo-3,4-dihydroisoquinolin-2(1H)-yl)ethyl)nicotinonitrile C(C)OC1=CC(=NC=C1C#N)C(C)N1C(C2=CC(=CC(=C2CC1)C=1C(=NC=CC1)CC)CCN(C)CC)=O